ClC1=NC=C(C(=N1)N(C1=C(C=CC=C1)NS(=O)(=O)C)C)Cl N-(2-((2,5-dichloropyrimidin-4-yl)(methyl)amino)phenyl)methanesulfonamide